(S)-2-(3-hydroxypyrrolidin-1-yl)-N-(2-methyl-6-(piperidin-1-yl)-2H-indazol-5-yl)oxazole-4-carboxamide O[C@@H]1CN(CC1)C=1OC=C(N1)C(=O)NC1=CC2=CN(N=C2C=C1N1CCCCC1)C